2-methyl-3,1-benzoxazin-4-one CC1=NC2=C(C(O1)=O)C=CC=C2